4-[2-(cyclopentoxy)ethyl-[4-(5,6,7,8-tetrahydro-1,8-naphthyridin-2-yl)butyl]amino]-2-(diisopropylcarbamoylamino)butanoic acid C1(CCCC1)OCCN(CCC(C(=O)O)NC(N(C(C)C)C(C)C)=O)CCCCC1=NC=2NCCCC2C=C1